BrC1(CC(=C(C(=O)NC)C(=C1F)F)F)N1CCN(CC1)CC=1C=NC=2C=C(C(NC2C1)=O)CC 4-Bromo-4-(4-((7-ethyl-6-oxo-5,6-dihydro-1,5-naphthyridin-3-yl)methyl)piperazin-1-yl)-2,5,6-Trifluoro-N-methylbenzamide